NC1=CC=CC(=N1)S(=O)(=O)NC(=O)C=1C(=NC(=C(C1)\C=C\C1CCCCC1)C(C)(C)C)N1C(C[C@@H](C1)C)(C)C N-[(6-Amino-2-pyridyl)sulfonyl]-6-tert-butyl-5-[(E)-2-cyclohexylvinyl]-2-[(4S)-2,2,4-trimethylpyrrolidin-1-yl]pyridin-3-carboxamid